7-(4-(diisopropylamino) butyl)-7-hydroxytridecane-1,13-diyl bistetradecanoate C(CCCCCCCCCCCCC)(=O)OCCCCCCC(CCCCCCOC(CCCCCCCCCCCCC)=O)(O)CCCCN(C(C)C)C(C)C